1-(4-cyclopropoxyphenyl)-1H-1,2,3-triazole C1(CC1)OC1=CC=C(C=C1)N1N=NC=C1